7-(1-methylcyclopropyl)-6-((tetrahydro-2H-pyran-4-yl)ethynyl)-7H-pyrrolo[2,3-d]pyrimidine-5-carboxamide CC1(CC1)N1C(=C(C2=C1N=CN=C2)C(=O)N)C#CC2CCOCC2